FC=1C(=C(C=CC1F)C(=O)N1CC(C1)(O)[C@@H]1N(CCCC1)C(=O)OC(C)(C)C)NC1=C(C=C(C=C1)I)F 1,1-Dimethylethyl (2R)-2-[1-({3,4-difluoro-2-[(2-fluoro-4-iodophenyl)amino]phenyl}carbonyl)-3-hydroxyazetidin-3-yl]piperidine-1-carboxylate